N-(3-(1-((tert-butylsulfinyl)amino)-2-fluoro-3-hydroxypropyl)-4-fluorophenyl)-4-cyclopropyl-2-(4-fluoro-2-methylphenoxy)-5-(trifluoromethyl)benzamide C(C)(C)(C)S(=O)NC(C(CO)F)C=1C=C(C=CC1F)NC(C1=C(C=C(C(=C1)C(F)(F)F)C1CC1)OC1=C(C=C(C=C1)F)C)=O